sodium bis(2-ethylhexyl) carbonate C(OCC(CCCC)CC)(OCC(CCCC)CC)=O.[Na]